COCC1=CC=CC(=N1)CN1N=NC(=C1)C1=CC(=NC(=N1)NC(C(C)OC1=CC=CC=C1)=O)C=1C=C(C#N)C=CC1 m-[6-(1-{[6-(methoxymethyl)-2-pyridinyl]methyl}-1H-1,2,3-triazol-4-yl)-2-(2-phenoxypropionylamino)-4-pyrimidinyl]benzonitrile